2-[3,5-dichloro-4-[[5-hydroxy-4-(methylsulfonylmethyl)-2-pyridyl]oxy]phenyl]-6-(difluoromethyl)-1,2,4-triazine-3,5-dione ClC=1C=C(C=C(C1OC1=NC=C(C(=C1)CS(=O)(=O)C)O)Cl)N1N=C(C(NC1=O)=O)C(F)F